(R)-3-fluoro-pivaloylphenylalanine FCC(C(=O)N[C@H](CC1=CC=CC=C1)C(=O)O)(C)C